2-(2-(2-hydroxyethyl)-2H-indazol-5-yl)-1-methyl-5-phenyl-7-(trifluoromethyl)-1,5-dihydro-4H-imidazo[4,5-c][1,8]naphthyridin-4-one OCCN1N=C2C=CC(=CC2=C1)C=1N(C2=C(C(N(C=3N=C(C=CC23)C(F)(F)F)C2=CC=CC=C2)=O)N1)C